O=C1NC(CCC1N1C(C2=CC=C(C=C2C1=O)N1CCN(CC1)CCCN1CCC(CC1)COC1=CC=C(C=C1)OC=1C2=C(SC1C1=CC=C(C=C1)F)C=C(C=C2)O)=O)=O 2-(2,6-dioxopiperidin-3-yl)-5-(4-(3-(4-((4-((2-(4-fluorophenyl)-6-hydroxybenzo[b]thiophen-3-yl)oxy)phenoxy)methyl)piperidin-1-yl)propyl)piperazin-1-yl)isoindoline-1,3-dione